3-[tert-butyl(dimethyl)silyl]oxy-5-phenyl-pyrrolidin-2-one [Si](C)(C)(C(C)(C)C)OC1C(NC(C1)C1=CC=CC=C1)=O